CC1=CC=C2CCN(CC2=C1)CCC1=CSC=C1 7-Methyl-2-(2-(thiophen-3-yl)ethyl)-1,2,3,4-tetrahydroisoquinoline